C12CC(CC2NC1)OC=1C=2N(C=C(N1)C=1C=NN(C1)C)N=CC2 4-((6-azabicyclo[3.2.0]heptan-3-yl)oxy)-6-(1-methyl-1H-pyrazol-4-yl)pyrazolo[1,5-a]pyrazine